NN1C=NC2=NC=NC2=C1OCC1CC=CCC1 1-Amino-6-Cyclohex-3-Enylmethyloxypurine